NC=1C(=C(C=C2C=C(N=CC12)NC1=NN2CC(NCCC2=C1)=O)C=1C=NC=2[C@@H](CCNC2C1C)O)F |r| (+/-)-2-((8-amino-7-fluoro-6-(8-hydroxy-4-methyl-5,6,7,8-tetrahydro-1,5-naphthyridin-3-yl)isoquinolin-3-yl)amino)-5,6-dihydro-4H-pyrazolo[1,5-d][1,4]diazepin-7(8H)-one